7-(3-chloro-5-(methoxymethoxy)-2-(cis-2-methylcyclopropyl)phenyl)-2-(((2R,7aS)-2-fluorotetrahydro-1H-pyrrolizin-7a(5H)-yl)methoxy)-5,6,7,8-tetrahydropyrido[3,4-d]pyrimidin-4-ol ClC=1C(=C(C=C(C1)OCOC)N1CC=2N=C(N=C(C2CC1)O)OC[C@]12CCCN2C[C@@H](C1)F)[C@H]1[C@H](C1)C